2-(3-(Trifluoromethyl)-7-oxabicyclo[2.2.1]hepta-2,5-diene-2-carboxamido)ethan FC(C1=C(C2C=CC1O2)C(=O)NCC)(F)F